N[C@H](C(=O)O)CC1=CC(=CC=C1)C(NC1=C(C(=C(C=2N1C1=C(N2)C=CC=C1)C#N)C1=CC=C(C=C1)OCC(=O)NC)C#N)=O (S)-2-Amino-3-(3-((2,4-dicyano-3-(4-(2-(methylamino)-2-oxoethoxy)phenyl)benzo[4,5]imidazo[1,2-a]pyridin-1-yl)-carbamoyl)phenyl)-propanoic acid